(phenoxymethyl)-1,3-dioxan-2-one O(C1=CC=CC=C1)CC1OC(OCC1)=O